[Sn].[Zn].[Pt].O1C(=NC2=C1C=CC=C2)C2=C1C=C(N=CC1=C(N=C2)NC)NC(C(C)C)=O N-(5-(benzo[d]oxazol-2-yl)-8-(methylamino)-2,7-naphthyridin-3-yl)isobutyramide platinum zinc tin